ethyl (3S)-2-oxo-spiro[1H-pyrrolo[2,3-b]pyridine-3,6'-5,7-dihydro-cyclopenta[b]pyridine]-3'-carboxylate O=C1NC2=NC=CC=C2[C@@]12CC=1C(=NC=C(C1)C(=O)OCC)C2